CC1=C(C=NN1C1CCN(CC1)C(=O)OC(C)(C)C)B1OC(C(O1)(C)C)(C)C t-Butyl 4-[5-methyl-4-(4,4,5,5-tetramethyl-1,3,2-dioxaborolan-2-yl) pyrazol-1-yl]piperidine-1-carboxylate